2-(6-morpholinopyrimidin-4-yl)-N-phenyloctahydrocyclopenta[c]pyrrol-4-amine O1CCN(CC1)C1=CC(=NC=N1)N1CC2C(C1)C(CC2)NC2=CC=CC=C2